O1CCC(CC1)CN1C=CC2=CC(=CC=C12)NC(C=C)=O N-(1-((tetrahydro-2H-pyran-4-yl)methyl)-1H-indol-5-yl)acrylamide